methyl 6-((3-(1-(1-(2-amino-5-bromophenyl)piperidin-4-yl)cyclopropyl)propyl)(4-methoxybenzyl)amino)picolinate NC1=C(C=C(C=C1)Br)N1CCC(CC1)C1(CC1)CCCN(C1=CC=CC(=N1)C(=O)OC)CC1=CC=C(C=C1)OC